tert-butyl 6-(1-(2,2-difluoroethyl)-3-methyl-1H-pyrazolo[3,4-b]pyrazin-6-yl)-5-oxo-2,6-diazaspiro[3.4]octane-2-carboxylate FC(CN1N=C(C=2C1=NC(=CN2)N2C(C1(CN(C1)C(=O)OC(C)(C)C)CC2)=O)C)F